4-Amino-7-bromo-1-(4-chlorophenyl)-2-oxo-1,2-dihydroquinoline-3-carboxylic acid methyl ester COC(=O)C=1C(N(C2=CC(=CC=C2C1N)Br)C1=CC=C(C=C1)Cl)=O